CN1N=CC(=C1C)C=1N=C2C(=CN(C=C2)CC=2SC3=C(N2)C=CC(=C3)C)N1 2-((2-(1,5-dimethyl-1H-pyrazol-4-yl)-5H-imidazo[4,5-c]pyridin-5-yl)methyl)-6-methylbenzo[d]thiazole